2,2-Bis-[4-(2-hydroxy-3-methacryloyloxy-propoxy)phenyl]-propane OC(COC1=CC=C(C=C1)C(C)(C)C1=CC=C(C=C1)OCC(COC(C(=C)C)=O)O)COC(C(=C)C)=O